BrC=1C=CC2=C(C1)C1=CC=CC=C1C21C=2C=CC=CC2N2C3=C(C=CC=C13)C=1C=CC=CC12 3-bromospiro[fluorene-9,8'-indolo[3,2,1-de]acridine]